OCCC1=C(C(=O)NC2CCOCC2)C=CC(=C1)OC 2-(2-Hydroxyethyl)-4-methoxy-N-(tetrahydropyran-4-yl)-benzamide